C(#N)CCN1C=C(C=C1)C1=C2C(=NC=C1)NC=C2 4-(1-(2-cyanoethyl)-1H-pyrrol-3-yl)-1H-pyrrolo[2,3-b]pyridin